ethyl 2-azido-3-(3-fluoro-2-methoxyphenyl)prop-2-enoate N(=[N+]=[N-])C(C(=O)OCC)=CC1=C(C(=CC=C1)F)OC